FC1=C(C(=CC(=C1)F)OCCOC)C1=C(N=C(C2=CN=CC=C12)O)C1=NN2C([C@H](N(CC2)C(=O)OC(C)(C)C)C)=C1 tert-butyl (4R)-2-(4-(2,4-difluoro-6-(2-methoxyethoxy)phenyl)-1-hydroxy-2,7-naphthyridin-3-yl)-4-methyl-6,7-dihydropyrazolo[1,5-a]pyrazine-5(4H)-carboxylate